C(C)OC(C1=CC=C(C=C1)NS(=O)(=O)C1=C(C=CC=C1)NC(=O)NS(=O)(=O)CC1=CC=CC=C1)=O 4-(2-(3-toluenesulfonylureido)phenylsulfonylamino)benzoic acid ethyl ester